ClC=1C(=NC=NC1)C1C(NC2=CC=CC=C12)=O 3-(5-Chloropyrimidin-4-yl)indolin-2-one